C1(CC(CC(C1)C#N)C#N)C#N 1,3,5-Cyclohexanetricarbonitrile